2,3-di-tert-butyl-salicylaldehyde C(C)(C)(C)C1(C(C=O)C=CC=C1C(C)(C)C)O